methyl 3-(5-{1-[(6,7-dimethoxy-2-methylquinazolin-4-yl)amino]ethyl}thiophen-2-yl)-1-methyl-1H-pyrazole-5-carboxylate COC=1C=C2C(=NC(=NC2=CC1OC)C)NC(C)C1=CC=C(S1)C1=NN(C(=C1)C(=O)OC)C